FC1=CC2=C(N(C(N=C2N2[C@H](CN(CC2)C(=O)C=2N(C=CC=CC2)C(C2=CC=CC=C2)(C2=CC=CC=C2)C2=CC=CC=C2)C)=O)C=2C(=NC=CC2C)C(C)C)N=C1C1=C(C=CC=C1O)F 6-fluoro-7-(2-fluoro-6-hydroxyphenyl)-1-(2-isopropyl-4-methylpyridin-3-yl)-4-((S)-2-methyl-4-((R)-1-tritylazepine-2-carbonyl)piperazin-1-yl)pyrido[2,3-d]pyrimidin-2(1H)-one